N1CC(C1)C#CC=1C=NN(C1)C1(CCC1)C(=O)NC1=C(C=C(C=C1)C(F)(F)F)Cl 1-(4-(azetidin-3-ylethynyl)-1H-pyrazol-1-yl)-N-(2-chloro-4-(trifluoromethyl)phenyl)cyclobutane-1-carboxamide